C1=CC(=C(C(=C1)Br)I)Br 2,6-dibromoiodobenzene